NC1=C2N=CN(C2=NC(=N1)Cl)[C@H]1[C@H]([C@@H]([C@H](O1)COC(C(=O)O)(C(=O)O)CC=1N=C(SC1)C(=O)O)O)F 2-(((2R,3R,4S,5R)-5-(6-amino-2-chloro-9H-purin-9-yl)-4-fluoro-3-hydroxytetrahydrofuran-2-yl)methoxy)-2-((2-carboxythiazol-4-yl)methyl)malonic acid